CC1=C(CC2=C(C(=C(C=C2)CBr)C)Br)C=CC=C1 2-methylbenzyl-bromo(1-(bromomethyl)-2-methylbenzene)